N-tert-butyl-p-menthane-3-carboxamide C(C)(C)(C)NC(=O)C1CC(CCC1C(C)C)C